FC=1C(=NC=C2C=C(C(NC12)=O)C)CO 8-fluoro-7-(hydroxymethyl)-3-methyl-1,6-naphthyridin-2(1H)-one